N,N-didecyl-Aniline C(CCCCCCCCC)N(C1=CC=CC=C1)CCCCCCCCCC